N-(4-morpholinophenyl)-5H-pyrrolo[3,2-d]pyrimidin-2-amine O1CCN(CC1)C1=CC=C(C=C1)NC=1N=CC2=C(N1)C=CN2